[6,7-dichloro-1-(1-methyltriazol-4-yl)-3-(1H-pyrazol-4-yl)indol-2-yl]methanol ClC1=CC=C2C(=C(N(C2=C1Cl)C=1N=NN(C1)C)CO)C=1C=NNC1